C12(CNCC2C1)NC(OC(C)(C)C)=O tert-butyl (3-azabicyclo[3.1.0]hexan-1-yl)carbamate